oxazaborine B1=CC=CON1